C1(=CC=CC=C1)N1CCN(CC1)C(=O)N 4-phenylpiperazine-1-carboxamide